CC(CCO)CC(=CCCC)C 3,5-dimethylnon-5-en-1-ol